FC1(CCCC=2C(=NN(C12)C=1C=[N+](C=CN1)[O-])C(N[C@H](CO)C(C)(C)C)=O)F (S)-3-(7,7-difluoro-3-((1-hydroxy-3,3-dimethylbut-2-yl)carbamoyl)-4,5,6,7-tetrahydro-1H-indazol-1-yl)pyrazine 1-oxide